N-[2-amino-4-fluoro-5-isopropylphenyl]-N-methylmethanesulfonamide NC1=C(C=C(C(=C1)F)C(C)C)N(S(=O)(=O)C)C